2-phenyl(spiro[3.3]heptan-2-yl)methanone C1(=CC=CC=C1)C1(CC2(C1)CCC2)C=O